ClC=1C=C(C=CC1OC1=CC=CC=C1)C=1N=C(N2C1C=NC=C2)[C@H]2N(CCC2)C(C#CC)=O (S)-1-(2-(1-(3-chloro-4-phenoxyphenyl)imidazo[1,5-a]pyrazin-3-yl)pyrrolidin-1-yl)but-2-yn-1-one